NC(C)C1=CC=C(C=C1)S(=O)(=O)N 4-(1-aminoethyl)benzene-1-sulfonylAmine